ClC1=C(C=CC(=C1)Cl)[C@@H]1OC2=C(OC1)C=CC=C2C2CCN(CC2)CC2=NC1=C(N2CC2(CC2)CF)C=C(C=C1)C(=O)O (S)-2-((4-(3-(2,4-Dichlorophenyl)-2,3-dihydrobenzo[b][1,4]dioxin-5-yl)piperidine-1-yl)methyl)-1-((1-(fluoromethyl)cyclopropyl)methyl)-1H-benzo[d]imidazole-6-carboxylic acid